Cl.N[C@@H]1C[C@H](C1)NC(=O)N1[C@H](C2=CC=CC=C2CC1)C1=CC=C(C=C1)F (S)-N-(trans-3-aminocyclobutyl)-1-(4-fluorophenyl)-3,4-dihydroisoquinoline-2(1H)-carboxamide hydrochloride